N-(tert-Butoxycarbonyl)-N-((2S,3S,4S,5S)-2,3,4-tris(benzyloxy)-5-hydroxyhexyl)glycine C(C)(C)(C)OC(=O)N(CC(=O)O)C[C@@H]([C@@H]([C@H]([C@H](C)O)OCC1=CC=CC=C1)OCC1=CC=CC=C1)OCC1=CC=CC=C1